BrC1=C2C=NN(C2=CC(=C1C(F)F)C)C1OCCCC1 4-bromo-5-(difluoromethyl)-6-methyl-1-(tetrahydro-2H-pyran-2-yl)-1H-indazole